4-oxooctan O=C(CCC)CCCC